CC1(CC1)C1=CC=C(C=C1)C12CCNCC2C1 6-(4-(1-Methylcyclopropyl)phenyl)-3-azabicyclo[4.1.0]heptane